C1(CCCC1)N1C(=CC2=C1N=C(N=C2)NC2=NC=C(C=C2)N2CCN(CC2)CC=2C=NC(=CC2)N2C(NC(CC2)=O)=O)C(=O)N(C)C 7-cyclopentyl-2-((5-(4-((6-(2,4-dioxotetrahydropyrimidin-1(2H)-yl)pyridin-3-yl)methyl)piperazin-1-yl)pyridin-2-yl)amino)-N,N-dimethyl-7H-pyrrolo[2,3-d]pyrimidine-6-carboxamide